BrC=1C=CC2=C(C(=NCC=3N2C(=NN3)C)C3=C(C=CC=C3F)Cl)C1Cl 8-bromo-7-chloro-6-(2-chloro-6-fluoro-phenyl)-1-methyl-4H-[1,2,4]triazolo[4,3-a][1,4]benzodiazepine